methyl 5-((7-cyclobutoxy-4-oxo-3,4-dihydrophthalazin-1-yl)methyl)-2,3-dihydrobenzofuran-7-carboxylate C1(CCC1)OC1=CC=C2C(NN=C(C2=C1)CC=1C=C(C2=C(CCO2)C1)C(=O)OC)=O